carbastatine C[C@@H](CC(C)C)[C@@H](O)CC(O)=O